ClC1=CC=C(C=N1)N[C@H](C)C=1C=C(C=C2C(C(=C(OC12)C1=CC2=C(NC(N2)=O)C=C1)C)=O)C 5-[8-[(1R)-1-[(6-Chloro-3-pyridyl)amino]ethyl]-3,6-dimethyl-4-oxo-chromen-2-yl]-1,3-dihydrobenzimidazol-2-one